C1(CCCCC1)NCCCN 3-(cyclohexylamino)propyl-amine